benzyl ((S)-(4,4-difluorocyclohexyl)(5-(4-((R)-2-oxo-4-(trifluoromethyl)-imidazolidin-1-yl)tetrahydro-2H-pyran-4-yl)benzo[d]oxazol-2-yl)methyl)carbamate FC1(CCC(CC1)[C@@H](C=1OC2=C(N1)C=C(C=C2)C2(CCOCC2)N2C(N[C@H](C2)C(F)(F)F)=O)NC(OCC2=CC=CC=C2)=O)F